3-isooctyl-1,7-diamino-heptane C(CCCCC(C)C)C(CCN)CCCCN